Methyl ((S)-1-((R or S)-7-(((S)-6,6-difluoro-1-(methylamino)-1,2-dioxoheptan-3-yl)carbamoyl)-6-azaspiro[3.4]octan-6-yl)-3,3-dimethyl-1-oxobutan-2-yl)carbamate FC(CC[C@@H](C(C(=O)NC)=O)NC(=O)[C@@H]1N(CC2(CCC2)C1)C([C@H](C(C)(C)C)NC(OC)=O)=O)(C)F |o1:14|